FC(C1=NC=CC=C1)F 2-Difluoromethyl-pyridin